C(=O)C1=C(C2=C(N(N=N2)CCCOCC2=CC=C(C(=O)OC(C)(C)C)C=C2)C=C1)C tert-Butyl 4-{[3-(5-formyl-4-methyl-1H-benzotriazol-1-yl)propoxy]methyl}benzoate